ethyl 2-(1-((4'-(1,1,1,3,3,3-hexafluoro-2-hydroxy propan-2-yl)-2-methyl-[1,1'-biphenyl]-4-yl)methyl)-4-(pyridin-4-ylmethyl)piperazin-2-yl)acetate FC(C(C(F)(F)F)(O)C1=CC=C(C=C1)C1=C(C=C(C=C1)CN1C(CN(CC1)CC1=CC=NC=C1)CC(=O)OCC)C)(F)F